COC(COC1=CC(=C(C=C1)F)Br)=O.COC([C@H](CC1=C2C=CC=NC2=C(C=C1)C1=CC2=CC=CC=C2C=C1OC)NC(C1=C(C=CC=C1F)F)=O)=O.C(CCCCC)[P+](CCCCCCCCCCCCCC)(CCCCCC)CCCCCC tri-n-hexyl-n-tetradecyl-phosphonium methyl-(S)-2-(2,6-difluorobenzamido)-3-(8-(3-methoxynaphthalen-2-yl)quinolin-5-yl)propanoate methyl-2-(3-bromo-4-fluoro-phenoxy)acetate